1-(tert-butoxycarbonyl)-4-(phenylsulfonyl)piperazine-2-carboxylic acid C(C)(C)(C)OC(=O)N1C(CN(CC1)S(=O)(=O)C1=CC=CC=C1)C(=O)O